C(CCC)OC=1C=CC=2C3[C@@H](C[C@@]4([C@](CC[C@H]4[C@@H]3CCC2C1)(O)C(C#C)(F)F)C)C1=CC=C(C=C1)C1CC1 (8S,11R,13S,14S,17S)-3-butoxy-11-(4-cyclopropylphenyl)-17-(1,1-difluoroprop-2-yn-1-yl)-13-methyl-7,8,9,11,12,13,14,15,16,17-decahydro-6H-cyclopenta[a]phenanthren-17-ol